BrC=1C=C(C(=NC1)/N=C/N(C)C)F (E)-N'-(5-bromo-3-fluoropyridin-2-yl)-N,N-dimethylformimidamide